CC(C(C(=O)O)C1=CC=CC=C1)(CC(=O)O)C1=CC=CC=C1 3-methyl-2,3-diphenylglutaric acid